OCC1CNCCN1 3-(hydroxymethyl)piperazin